C(=O)(OOOC1CCC(CC1)C(C)(C)C)OC(=O)OOOC1CCC(CC1)C(C)(C)C bis(4-tert-butyl cyclohexyl peroxy) dicarbonate